[Cl-].[Cl-].[Zr+2].C(C)(C)(C)C=1C(=C(C=NC2=CC=CC=C2)C=CC1)O (N-(3-tert-butyl-o-hydroxybenzylidene)aniline) zirconium dichloride